BrC=1C=C(C=CC1)C1=NN(C2=C1C=NC=1C=CC(=CC21)OC)C2=CC(=C(C=C2)C)C 3-(3-bromophenyl)-1-(3,4-dimethylphenyl)-8-methoxy-1H-pyrazolo[4,3-c]quinoline